tert-butyl 4-[3-(2,6-dioxo-3-piperidyl)-4-methyl-phenoxy]piperidine-1-carboxylate O=C1NC(CCC1C=1C=C(OC2CCN(CC2)C(=O)OC(C)(C)C)C=CC1C)=O